C(#N)C1=CC=C(C=C1C1=CC(=CC=C1)C=1C=NNC1)C(=O)N([C@H]1CNCCC1)C1=NC=CC2=CC=CC(=C12)C (R)-6-cyano-N-(8-methylisoquinolin-1-yl)-N-(piperidin-3-yl)-3'-(1H-pyrazol-4-yl)-[1,1'-biphenyl]-3-carboxamide